C[C@@]12[C@H](CCO1)[C@@]1([C@@H](CC2)C(CCC1)(C)C)C (3aR,5aS,9aS,9bR)-3a,6,6,9a-tetramethyl-2,4,5,5a,7,8,9,9b-octa-hydro-1H-benzo[e][1]benzofuran